(2-(sulfamoylamino)ethyl)carbamic acid tert-butyl ester C(C)(C)(C)OC(NCCNS(N)(=O)=O)=O